8-((4-(2-fluoro-6-(methylcarbamoyl)pyridin-3-yl)piperazin-1-yl)methyl)-7-fluoropyrrolo[1,2-c]quinazolin-5(6H)-one FC1=NC(=CC=C1N1CCN(CC1)CC=1C=CC=2C=3N(C(NC2C1F)=O)C=CC3)C(NC)=O